(S)-4-(2-HYDROXY-1-PHENYL-ETHYLAMINO)BENZALDEHYDE OC[C@H](C1=CC=CC=C1)NC1=CC=C(C=O)C=C1